toluene-carbamate C(C1=CC=CC=C1)NC(=O)[O-]